7-oxo-1,6-diazabicyclo[3.2.1]octane-2-carbonitrile O=C1NC2CCC(N1C2)C#N